C([2H])([2H])([2H])N(CCC1=CNC2=CC=CC(=C12)OC(CCC(=O)O)=O)C([2H])([2H])[2H] 4-((3-(2-(bis(methyl-d3)amino)ethyl)-1H-indol-4-yl)oxy)-4-oxobutanoic acid